[(4-{2-[(2R)-2-(hydroxymethyl)pyrrolidinyl]-2-oxoethyl}phenyl)amino]-N-[(4-methoxyphenyl)methyl]carboxamide OC[C@@H]1N(CCC1)C(CC1=CC=C(C=C1)NC(=O)NCC1=CC=C(C=C1)OC)=O